ClC1=C(C=CC=C1)C12CN(CC(CC1)N2C(=O)N)CC2=C(N=C1N2C=CC=C1)C1=CC=C(C=C1)Cl (2-Chlorophenyl)-3-{[2-(4-chlorophenyl)imidazo[1,2-a]pyridin-3-yl]methyl}-3,8-diazabicyclo[3.2.1]octane-8-carboxamide